vinyl-3,4-epoxyheptyl vinyl ether C(=C)OCCC1C(CCCC=C)O1